ON[C@@H](C(C)NC(CCCC)=O)N N-((S)-1-(hydroxy-amino)-1-aminopropan-2-yl)pentanamide